FC1=C(C=CC=2C=3N(C(NC12)=O)CCN3)CO 7-fluoro-8-(hydroxymethyl)-2,6-dihydroimidazo[1,2-c]quinazolin-5(3H)-one